FC1(C(NC2(C1=O)CCCC2)=O)F 3,3-Difluoro-1-azaspiro[4.4]nonane-2,4-dione